C(CCCCCCC)C(C(=O)O)N(C)C octyl-dimethylaminoacetic acid